C(#N)C1=CC(=C(C=C1)COC1=C(C=CC(=N1)N1CCN(CC1)CC=1N(C2=C(N1)C(=CC(=C2)C(=O)OCC)F)C[C@H]2OCC2)F)F ethyl 2-[[4-[6-[(4-cyano-2-fluoro-phenyl)methoxy]-5-fluoro-2-pyridyl]piperazin-1-yl]methyl]-7-fluoro-3-[[(2S)-oxetan-2-yl]methyl]benzimidazole-5-carboxylate